C(C)(C)(C)OC(CCCCCCCCCCCCCCCCC(=O)O)=O 18-(tert-butoxy)-18-oxo-octadecanoic acid